3-bromo-1-(3-chloropyridine-2-yl)-N-(2,4-dichloro-6-(ethylcarbamoyl)phenyl)-N-methyl-1H-pyrazole-5-carboxamide BrC1=NN(C(=C1)C(=O)N(C)C1=C(C=C(C=C1C(NCC)=O)Cl)Cl)C1=NC=CC=C1Cl